O[C@@]1([C@@H](CC[C@H](C1)C)C(C)C)C(=O)NCCC1=C(C=CC=C1)OCCO (1s,2s,5r)-1-hydroxy-N-(2-(2-hydroxyethoxy)phenethyl)-2-isopropyl-5-methylcyclohexane-1-carboxamide